bis(3,5-difluoro-2-(2-pyridinyl)phenyl)-(2-carboxypyridinyl)iridium (III) FC=1C(=C(C=C(C1)F)[Ir](C=1C(=NC=CC1)C(=O)O)C1=C(C(=CC(=C1)F)F)C1=NC=CC=C1)C1=NC=CC=C1